BrC=1C=C2C(=CN1)OC(C2=O)C(=O)OC methyl 5-bromo-3-oxo-2,3-dihydrofuro[2,3-c]pyridine-2-carboxylate